bicyclo[2.2.2]-5-octene-2,3-dicarboxylic anhydride C12C3C(C(C=C1)CC2)C(=O)OC3=O